(R)-2-(4-((2-(2-(4-chlorophenyl)-6,7-dihydro-oxazolo[4,5-c]pyridin-5(4H)-yl)-5-oxo-6,7-dihydrothieno[3,2-d]pyrimidin-4-yl)amino)phenyl)acetic acid ethyl ester C(C)OC(CC1=CC=C(C=C1)NC=1C2=C(N=C(N1)N1CC3=C(CC1)OC(=N3)C3=CC=C(C=C3)Cl)CC[S@]2=O)=O